(13S,17S)-2-methoxy-13-methyl-7,8,9,11,12,13,14,15,16,17-decahydro-6H-cyclopenta[a]phenanthrene-3,17-diyl bis(3,4-difluoro-benzenesulfonate) FC=1C=C(C=CC1F)S(=O)(=O)OC=1C(=CC=2C3CC[C@@]4([C@H](CCC4C3CCC2C1)OS(=O)(=O)C1=CC(=C(C=C1)F)F)C)OC